1-Hexyl-3-Methylpyrrolidinium cyanid [C-]#N.C(CCCCC)[NH+]1CC(CC1)C